N1=C(N=C2N1C1=C(C=C2)NCC1)C#N 7,8-dihydro-6H-pyrrolo[2,3-e][1,2,4]triazolo[1,5-a]pyridine-2-carbonitrile